[N+](=O)([O-])C1=CC=C2C(=N1)NC(N2)=O 5-nitro-1,3-dihydro-2H-imidazo[4,5-b]Pyridine-2-one